C1=CC=C(C=2OC3=C(C21)C=CC=C3)C3=NC=2N(C(=C3)N3CC(CC3)O)N=CC2 1-(5-(dibenzo[b,d]furan-4-yl)pyrazolo[1,5-a]pyrimidin-7-yl)pyrrolidin-3-ol